N-(4-(4-amino-5-(3-fluoro-4-((6-methylpyridin-2-yl)oxy)phenyl)pyrazolo[5,1-f][1,2,4]triazin-6-yl)-3-methoxyphenyl)-2-fluoroacrylamide NC1=NC=NN2C1=C(C(=N2)C2=C(C=C(C=C2)NC(C(=C)F)=O)OC)C2=CC(=C(C=C2)OC2=NC(=CC=C2)C)F